NC1=C(C(=NN1C(C)C)C1=NC=C(N=C1)CC(=O)NC1=CC(=NO1)C(CC)(C)C)C(=O)N 5-Amino-3-[5-[2-[[3-(1,1-dimethylpropyl)isoxazol-5-yl]amino]-2-oxo-ethyl]pyrazin-2-yl]-1-isopropyl-pyrazole-4-carboxamide